3-((1-(4-(2-(2-aminopyridin-3-yl)-5-phenyl-3H-imidazo[4,5-b]pyridin-3-yl)benzyl)piperidin-4-yl)(ethyl)amino)-4-mercaptocyclobut-3-ene-1,2-dione NC1=NC=CC=C1C1=NC=2C(=NC(=CC2)C2=CC=CC=C2)N1C1=CC=C(CN2CCC(CC2)N(C=2C(C(C2S)=O)=O)CC)C=C1